N-(3-hydroxy-5-(1-methyl-1H-1,2,4-triazol-3-yl)phenyl)-5-((3-(pyridin-2-yl)phenyl)amino)pyrazolo[1,5-a]pyrimidine-3-carboxamide OC=1C=C(C=C(C1)C1=NN(C=N1)C)NC(=O)C=1C=NN2C1N=C(C=C2)NC2=CC(=CC=C2)C2=NC=CC=C2